C(C1=CC=CC=C1)OC1=C2C(=C(N(C2=CC=C1)C1=CC(=C(C=C1)F)OC)C(COC)(C)C)C1=CC=C(C(=O)O)C=C1 4-[4-benzyloxy-1-(4-fluoro-3-methoxy-phenyl)-2-(2-methoxy-1,1-dimethyl-ethyl)indol-3-yl]Benzoic acid